C(C)C1=NC=C(C=N1)N[C@H](CC(=O)O)C(C)C1=C(C=CC=C1)[C@@H](CC)C1CCOCC1 3-((2-ethylpyrimidin-5-yl)amino)-(R)-4-((S)-(1-(tetrahydro-2H-pyran-4-yl)propyl)phenyl)pentanoic Acid